tert-butyl diethylhexanoate C(C)C(C(=O)OC(C)(C)C)(CCCC)CC